C(C)OC1=CC(=C(C=N1)C1=CC=C(C=C1)C1(COC1)C(=O)NC1=CC=C(C=C1)F)CO 3-(4-(6-ethoxy-4-(hydroxymethyl)pyridin-3-yl)phenyl)-N-(4-fluorophenyl)oxetane-3-carboxamide